C(N)(=O)C1=NN(C=C1)CCN(C(OC(C)(C)C)=O)CCO tert-Butyl (2-(3-carbamoyl-1H-pyrazol-1-yl)ethyl)(2-hydroxyethyl)carbamate